CCCCCCCCC\C=C/CCCCCCCC[NH-] N-methyloleylamide